N-(1-cyano-2-naphthyl)-N-[[2-(2,5-dimethylpyrrol-1-yl)-1-methyl-benzimidazol-5-yl]methyl]acetamide C(#N)C1=C(C=CC2=CC=CC=C12)N(C(C)=O)CC1=CC2=C(N(C(=N2)N2C(=CC=C2C)C)C)C=C1